C(C)(C)C1CCN(CC1)C1=CC=C(C(=N1)C)NC1=CC=C(CNC(=O)[C@@H]2NCCC2)C=C1 (R)-N-(4-((6-(4-isopropylpiperidin-1-yl)-2-methylpyridin-3-yl)amino)benzyl)pyrrolidine-2-carboxamide